[N+](=O)([O-])C=1C=C2C(CC3N(C2=CC1)CCNC3=O)=O 8-nitro-2,3,4a,5-tetrahydro-1H-pyrazino[1,2-a]quinoline-4,6-dione